NC1=CC2=C(N(N=N2)C2OCCCC2)C=C1 5-amino-1-(tetrahydro-2H-pyran-2-yl)-1H-benzo[d][1,2,3]triazole